C1(CC1)C(=O)N1CCN(CC1)C(=O)C=1C=NC2=CC=C(C=C2C1N1CCC(CC1)(F)F)F (4-(cyclopropanecarbonyl)piperazin-1-yl)(4-(4,4-difluoropiperidin-1-yl)-6-fluoroquinolin-3-yl)methanone